N-(4-fluorophenyl)-4-fluorobenzamide FC1=CC=C(C=C1)NC(C1=CC=C(C=C1)F)=O